CC1=NC=CC(=C1)N1CC(C1)CC(=O)O [1-(2-methylpyridin-4-yl)azetidin-3-yl]acetic acid